(2-(Trifluoromethyl)pyrimidin-4-yl)methyl (1-hydroxy-7-methyl-1,3-dihydrobenzo[c][1,2]oxaborole-6-carbonyl)-L-valinate OB1OCC2=C1C(=C(C=C2)C(=O)N[C@@H](C(C)C)C(=O)OCC2=NC(=NC=C2)C(F)(F)F)C